(±)-2,2'-(3,6-dioxaoctane-1,8-diylbis(sulfanediyl))bis(octan-4-one) C(COCCOCCSC(C)CC(CCCC)=O)SC(C)CC(CCCC)=O